ethyl-t-butyl ether C(C)OC(C)(C)C